NC1=C2CN(C(C2=CC=C1)=O)C1C(N(C(CC1)=O)CCC)=O 3-(4-amino-1-oxoisoindolin-2-yl)-1-propylpiperidine-2,6-dione